C(C1=CC=CC=C1)OC=1C=C2CN(C(C2=CC1OC)=O)C1C(NC(CC1)=O)=O 3-(5-(benzyloxy)-6-methoxy-1-oxoisoindolin-2-yl)piperidine-2,6-dione